Cl.CN1C(=C(C=C1)C(=O)O)C 1,2-dimethyl-1H-pyrrole-3-carboxylic acid, hydrochloride